ClC1=CC=C(C=C1)C1=C(C=CC=C1)CN1CCN(CC1)C1=CC=C(C(=O)N=[N+]=[N-])C=C1 4-(4-((4'-chloro-[1,1'-biphenyl]-2-yl)methyl)piperazin-1-yl)benzoyl azide